aluminum ethyl acetoacetate diethoxide [O-]CC.[O-]CC.C(CC(=O)C)(=O)OCC.[Al+2]